O1POCC2(C1)COPOC2 5,5'-spirobi(1,3,2-dioxaphosphinane)